4,4,5,5-tetramethyl-2-(3,3,3-trifluoroprop-1-en-2-yl)-1,3,2-dioxaborolan CC1(OB(OC1(C)C)C(=C)C(F)(F)F)C